C1(=CC=CC=C1)NNC(=O)C=1C(=NN(C1)C=1SC=CN1)C(F)F N'-phenyl-3-(difluoromethyl)-1-(thiazol-2-yl)-1H-pyrazole-4-carbohydrazide